BrCC=1C(=CC=CC1)CBr α,α'-dibromoo-xylene